(2S)-N-(benzyloxy)-2-(4-chlorophenoxy)propanamide C(C1=CC=CC=C1)ONC([C@H](C)OC1=CC=C(C=C1)Cl)=O